3,7-dimethyloctanoyl chloride CC(CC(=O)Cl)CCCC(C)C